CC1=C(SC=[N+]1CC2=CN=C(N=C2N)C)CCOP(=O)([O-])OP(=O)([O-])[O-] The molecule is dianion of thiamine(1+) diphosphate arising from deprotonation of the three OH groups of the diphosphate. It has a role as a cofactor. It is a conjugate base of a thiamine(1+) diphosphate.